C(CCC(=O)O)(=O)O.S1SCC=C1 dithiol succinate